O=C1N(C(C2=CC=CC=C12)=O)CCCC=O 4-(1,3-Dioxo-1,3-dihydro-isoindol-2-yl)-butyraldehyde